N1CCCC2=CC=C(C=C12)C=O 1,2,3,4-tetrahydroquinoline-7-carbaldehyde